BrC=1C=CC=C2CCCC3(CC=4N=C(N=C(C4CO3)N3CCOCCC3)SC)C12 8-bromo-2'-(methylthio)-4'-(1,4-oxazepan-4-yl)-3,4,5',8'-tetrahydro-2H-spiro[naphthalene-1,7'-pyrano[4,3-d]pyrimidine]